N.[Cl-].[Zn+2].[Cl-] zinc chloride ammonia salt